4-(3-fluoro-1H-pyrazol-1-yl)benzaldehyde FC1=NN(C=C1)C1=CC=C(C=O)C=C1